FC(C(=O)O)(F)F.NCCC1=C(C=C2C=CC(NC2=C1)=O)OC 7-(2-Aminoethyl)-6-methoxyquinolin-2(1H)-one trifluoroacetate